CC1(C(=C(C1)C1=C(C=CC=C1)NC(C)=O)C1=CC=C(C=C1)OC)C N-(2-(3,3-dimethyl-2-(4-methoxyphenyl)cyclobut-1-enyl)phenyl)acetamide